N-(2-(3-((1-((4aR,8aS)-3-oxooctahydro-2H-pyrido[4,3-b][1,4]oxazine-6-carbonyl)piperidin-4-yl)(phenyl)methyl)phenoxy)ethyl)propanamide O=C1N[C@H]2[C@@H](OC1)CCN(C2)C(=O)N2CCC(CC2)C(C=2C=C(OCCNC(CC)=O)C=CC2)C2=CC=CC=C2